7H-benzo[c]carbazole-7-carboxylic acid tert-butyl ester C(C)(C)(C)OC(=O)N1C=2C=CC=CC2C=2C3=C(C=CC12)C=CC=C3